C1=CC=CC=C1.FC(C=1C=C(C=C(C1)C(F)(F)F)OB(O)O)(F)F (3,5-bis(trifluoromethyl)phenyl)borate-benzene